ClC1=C(C=NC=C1)C=1C=CC=2N(C1)C=C(N2)NC(=O)[C@H]2[C@H](C2)F (1S,2S)-N-(6-(4-chloropyridin-3-yl)imidazo[1,2-a]pyridin-2-yl)-2-fluorocyclopropane-1-carboxamide